8-decen-1,4-lactone C1(CCC(CCCC=CC)O1)=O